FC=1C=C(OCC=2C=C(C3=C(CCO3)C2)NC(=O)C2N(C(CC2)=O)C)C=CC1F N-(5-((3,4-Difluorophenoxy)methyl)-2,3-dihydrobenzofuran-7-yl)-1-methyl-5-oxopyrrolidine-2-carboxamide